3-[(1S)-1-aminoethyl]-8-chloro-2-phenylisoquinolin-1-one N[C@@H](C)C=1N(C(C2=C(C=CC=C2C1)Cl)=O)C1=CC=CC=C1